FC1(CC(C1)SC=1N=C2N(N1)[C@@H](C[C@@H]2F)C2=CC=CC=C2)F (5S,7S)-2-(3,3-difluorocyclobutyl)sulfanyl-7-fluoro-5-phenyl-6,7-dihydro-5H-pyrrolo[1,2-b][1,2,4]triazole